3,6-difluorobenzamide FC=1C=C(C(=O)N)C(=CC1)F